Di-(α-phenylethyl)amin C1(=CC=CC=C1)C(C)NC(C)C1=CC=CC=C1